(2,2-dimethyl-4-morpholinyl)-3α-hydroxy-11,20-dioxo-5α-pregnan-21-ylmethanesulfonate CC1(CN(CCO1)C(S(=O)(=O)[O-])CC([C@H]1CC[C@H]2[C@@H]3CC[C@H]4C[C@@H](CC[C@]4(C)[C@H]3C(C[C@]12C)=O)O)=O)C